Tetradecyl-Pyridinium Chloride [Cl-].C(CCCCCCCCCCCCC)[N+]1=CC=CC=C1